methyl 6-chloro-3-oxo-2,3-dihydropyridazine-4-carboxylate ClC=1C=C(C(NN1)=O)C(=O)OC